C(C1=CC=CC=C1)C(C(=O)OCCCNC1=NC2=CC=C(C=C2C(=N1)C1=CC=CC=C1)Cl)COCCOCCOCCN1S(C(=CC1=O)Cl)(=O)=O 3-[(6-chloro-4-phenylquinazoline-2-yl)amino]propane-1-ol benzyl-3-[2-[2-[2-(5-chloro-1,1,3-trioxo-isothiazol-2-yl)ethoxy]ethoxy]ethoxy]propanoate